C(CCCCCCCCCCCCCCCC)C(C(=O)O)CCCCCCCCCCCCCCCCC di(heptadecyl)methylcarboxylic acid